C(#N)C1=C(C=C(C=C1)C(=C(C(=O)N)C)C1=CC=C(C=C1)F)C(F)(F)F (4-Cyano-3-(trifluoromethyl)phenyl)-3-(4-fluorophenyl)-2-methylacrylamide